CN1N=CC2=CC=C(C=C12)C1=CN=C2N1N=C(C(=C2)C=2C=NN(C2)C)OC2COCC2 3-(1-Methyl-1H-indazol-6-yl)-7-(1-methyl-1H-pyrazol-4-yl)-6-((tetrahydrofuran-3-yl)oxy)imidazo[1,2-b]pyridazine